CN(C)CC1=C2C(=NC=C1)N(N=C2CNC(C=C)=O)C2=CC=C(C=C2)OC(F)(F)F N-((4-((dimethylamino)methyl)-1-(4-(trifluoromethoxy)phenyl)-1H-pyrazolo[3,4-b]pyridin-3-yl)methyl)acrylamide